4-({4-[({6-methyl-2-[methyl(methylsulfonyl)amino]pyridin-3-yl}methyl)amino]-5-(trifluoromethyl)pyrimidin-2-yl}amino)benzene-sulfonamide CC1=CC=C(C(=N1)N(S(=O)(=O)C)C)CNC1=NC(=NC=C1C(F)(F)F)NC1=CC=C(C=C1)S(=O)(=O)N